C1(CC1)C1=NC(=CC(=N1)NC(C1=NC(=CC=C1)C=1C=NN(C1)CC1CC1)=O)N1C[C@@H](C([C@@H](C1)C)(C)O)C N-(2-cyclopropyl-6-((3S,4s,5R)-4-hydroxy-3,4,5-trimethylpiperidin-1-yl)pyrimidin-4-yl)-6-(1-(cyclopropylmethyl)-1H-pyrazol-4-yl)picolinamide